NN1N=C(N=C1)N1CCS(CC1)(=O)=O 4-(2-amino-[1,2,4]triazol-5-yl)thiomorpholine-1,1-dioxide